O=C1NC(CCC1N1C(C2=CC=CC(=C2C1)C#CCCCNC(C1=NC=C(C=C1)C=1N=CC2=C(C=CC=C2C1)C1=CC(=CC=2NC(C[C@H](NC21)C)=O)CC)=O)=O)=O N-(5-(2-(2,6-Dioxopiperidin-3-yl)-1-oxoisoindolin-4-yl)pent-4-yn-1-yl)-5-(8-((R)-8-ethyl-4-methyl-2-oxo-2,3,4,5-tetrahydro-1H-benzo[b][1,4]diazepin-6-yl)isoquinolin-3-yl)picolinamide